3-(5-(1-(6,7-dihydro-5H-cyclopenta[b]pyridin-5-yl)piperidin-4-yl)-1-oxoisoindolin-2-yl)piperidine-2,6-dione N1=C2C(=CC=C1)C(CC2)N2CCC(CC2)C=2C=C1CN(C(C1=CC2)=O)C2C(NC(CC2)=O)=O